N-(bicyclo[1.1.1]pent-1-yl)-6-(4-fluorophenyl)-4-hydroxy-2-oxo-1-(pyridin-3-ylmethyl)-1,2-dihydro-1,8-naphthyridine-3-carboxamide C12(CC(C1)C2)NC(=O)C=2C(N(C1=NC=C(C=C1C2O)C2=CC=C(C=C2)F)CC=2C=NC=CC2)=O